tert-butyl (R)-2-((2-((benzyloxy)methyl)-1-oxo-1,2-dihydrophthalazin-6-yl)((5-cyclohexylpyridin-2-yl)methyl)carbamoyl)azetidine-1-carboxylate C(C1=CC=CC=C1)OCN1C(C2=CC=C(C=C2C=N1)N(C(=O)[C@@H]1N(CC1)C(=O)OC(C)(C)C)CC1=NC=C(C=C1)C1CCCCC1)=O